CN1N=CC=2C(=C1)C=CNC2 2-methyl-2,6-dihydropyrido[3,4-d]Pyridazine